C(#N)C=1C=C(C=CC1)C=1N=C(SC1C1=CC(=NC(=C1)C)C)NC(=O)N1CC2(CC1)NCCOC2 N-[4-(3-Cyanophenyl)-5-(2,6-dimethyl-4-pyridyl)thiazol-2-yl]-9-oxa-2,6-diazaspiro[4.5]decan-2-carboxamid